7-chloro-8-cyano-N-[6-(2,2-difluoroethoxy)-5-fluoro-2-methoxy-3-pyridinyl]isoquinoline-4-sulfonamide ClC1=CC=C2C(=CN=CC2=C1C#N)S(=O)(=O)NC=1C(=NC(=C(C1)F)OCC(F)F)OC